ClC=1C=C(C=C(C1)Cl)N1C[C@H](N(CC1)S(=O)(=O)C1=CC=C(C=C1)NC(C1=C(C=CC=C1)N(S(=O)(=O)C)C)=O)C (R)-N-(4-((4-(3,5-dichlorophenyl)-2-methylpiperazin-1-yl)sulfonyl)phenyl)-2-(N-methylmethylsulfonamido)benzamide